ClC=1C=NC=C(C1[C@@H](C)OC=1C=C2C(=NNC2=CC1)C=1C=CC(=NC1)N1CC(C1)(C)N1CCOCC1)Cl (R)-4-(1-(5-(5-(1-(3,5-dichloropyridin-4-yl)ethoxy)-1H-indazol-3-yl)pyridin-2-yl)-3-methylazetidin-3-yl)morpholine